(3S,4R)-N-[2-(3-{[4-(azetidine-1-carbonyl)-2-methoxyphenyl]amino}prop-1-yn-1-yl)-3-[(trifluoromethyl)sulfanyl]imidazo[1,2-a]pyridin-8-yl]-3-fluoro-1-methylpiperidin-4-amine N1(CCC1)C(=O)C1=CC(=C(C=C1)NCC#CC=1N=C2N(C=CC=C2N[C@H]2[C@H](CN(CC2)C)F)C1SC(F)(F)F)OC